3-phenylisoquinolin-1(2H)-one C1(=CC=CC=C1)C=1NC(C2=CC=CC=C2C1)=O